4-(1,2,4,5-Tetrazin-3-yl)phenol N1=NC(=NN=C1)C1=CC=C(C=C1)O